dimethyl({[5-(tetramethyl-1,3,2-dioxaborolan-2-yl)thiophen-2-yl]methyl})amine CN(CC=1SC(=CC1)B1OC(C(O1)(C)C)(C)C)C